COCCOCCOCCOCCNCCOCCOCCOCCOC di(2,5,8,11-tetraoxatridecan-13-yl)amine